CC1=C(C(C=2CCCC12)C)[Li] (1,3-dimethyl-3,4,5,6-tetrahydropentalenyl)lithium